FC(C(C(F)(F)F)(OCC(F)(F)F)C=1C=C(C=C(C1)C(F)(F)F)[B-](C1=CC(=CC(=C1)C(F)(F)F)C(C(F)(F)F)(OCC(F)(F)F)C(F)(F)F)(C1=CC(=CC(=C1)C(F)(F)F)C(C(F)(F)F)(OCC(F)(F)F)C(F)(F)F)C1=CC(=CC(=C1)C(F)(F)F)C(C(F)(F)F)(OCC(F)(F)F)C(F)(F)F)(F)F.[Tl+] thallium tetrakis[3-[2,2,2-trifluoro-1-(2,2,2-trifluoroethoxy)-1-(trifluoromethyl)ethyl]-5-(trifluoromethyl)phenyl]borate